1,1,2,2,3,3,4,4,4-nonafluoro-N,N-bis(1,1,2,2,3,3,4,4,4-nonafluorobutyl)butan-1-amine FC(C(C(C(F)(F)F)(F)F)(F)F)(N(C(C(C(C(F)(F)F)(F)F)(F)F)(F)F)C(C(C(C(F)(F)F)(F)F)(F)F)(F)F)F